C(#N)C=1C(=C(C=CC1)[C@@H](C)NC1=NN=C(C2=CC(=C(C=C12)OC)C(=O)O)C)C (R)-1-((1-(3-cyano-2-methylphenyl)ethyl)amino)-7-methoxy-4-methylphthalazine-6-carboxylic acid